CC=1C=C2N=C(C(=NC2=CC1C)C1=CC=CC=C1)C1=CC=CC=C1 6,7-dimethyl-2,3-diphenyl-quinoxaline